(3R)-2-(3,4-dichlorobenzoyl)-7-hydroxy-3-methyl-1,2,3,4,8,9-hexahydropyrido[4',3':3,4]pyrazolo[1,5-a]pyrazin ClC=1C=C(C(=O)N2CC3=C(NN4C3=CNCC4O)C[C@H]2C)C=CC1Cl